(3S)-N-cyclopropyl-3-{[5-(2,6-dimethoxyphenyl)-1-(2-methylpropyl)-1H-pyrazol-3-yl]formamido}-5-methylhexanamide C1(CC1)NC(C[C@H](CC(C)C)NC(=O)C1=NN(C(=C1)C1=C(C=CC=C1OC)OC)CC(C)C)=O